4-(4-(2-(4-(2-(2,6-dioxopiperidin-3-yl)-1,3-dioxoisoindolin-5-yl)piperazin-1-yl)ethyl)piperidin-1-yl)-N-(2-(((S)-2-methylpyrrolidin-1-yl)methyl)-1H-benzo[d]imidazol-5-yl)benzamide O=C1NC(CCC1N1C(C2=CC=C(C=C2C1=O)N1CCN(CC1)CCC1CCN(CC1)C1=CC=C(C(=O)NC2=CC3=C(NC(=N3)CN3[C@H](CCC3)C)C=C2)C=C1)=O)=O